(6-(6-(2-fluoro-6-hydroxybenzyl)-3,6-diazabicyclo[3.1.1]heptan-3-yl)pyridin-3-yl)boronic acid FC1=C(CN2C3CN(CC2C3)C3=CC=C(C=N3)B(O)O)C(=CC=C1)O